(S)-N-(2,3-dihydro-1H-inden-2-yl)-3-(4-((pyrrolidine-2-carboxamido)methyl)piperidine-1-carboxamido)pyrazine-2-carboxamide C1C(CC2=CC=CC=C12)NC(=O)C1=NC=CN=C1NC(=O)N1CCC(CC1)CNC(=O)[C@H]1NCCC1